1-(5-{5-[6-Ethoxy-5-(trifluoromethyl)pyridin-3-yl]-7-[{[1-(methoxymethyl)cyclobutyl]methyl}(methyl)amino]-1H-imidazo[4,5-b]pyridin-2-yl}pyrazin-2-yl)piperidin C(C)OC1=C(C=C(C=N1)C1=CC(=C2C(=N1)N=C(N2)C=2N=CC(=NC2)N2CCCCC2)N(C)CC2(CCC2)COC)C(F)(F)F